ClC=1N=C(C2=C(N1)C=NC(=C2)N2CCOCC2)N[C@H](C)C2=CC(=CC(=C2)C(F)(F)F)[N+](=O)[O-] (R)-2-chloro-6-morpholino-N-(1-(3-nitro-5-(trifluoromethyl)phenyl)ethyl)pyrido[3,4-d]pyrimidin-4-amine